N-[[2-(difluoromethoxy)pyridin-4-yl]methyl]-1-(3,5-difluorophenyl)-3-methyl-5-oxopyrrolidine-3-carboxamid FC(OC1=NC=CC(=C1)CNC(=O)C1(CN(C(C1)=O)C1=CC(=CC(=C1)F)F)C)F